(pyrrolidin-2-ylmethyl)methanesulfonamide N1C(CCC1)CCS(=O)(=O)N